C(C)S(=O)(=O)OS(=O)(=O)CC Ethanesulfonic Anhydride